CC1=C2C(=NN1)[C@@H](CC2)N (6R)-3-methyl-2h,4h,5h,6h-cyclopenta[c]pyrazol-6-amine